1-(4-(3-(4-(difluoromethyl)phenyl)-1,2,4-oxadiazol-5-yl)piperidin-1-yl)-2-(1-methyl-1H-1,2,4-triazol-5-yl)ethan-1-one FC(C1=CC=C(C=C1)C1=NOC(=N1)C1CCN(CC1)C(CC1=NC=NN1C)=O)F